O[C@H]1[C@@H](CCCC1)NC(CN(C(OCC1=CC(=CC=C1)C(NC)=O)=O)C)=O 3-(methylcarbamoyl)benzyl (2-(((1R,2R)-2-hydroxycyclohexyl)amino)-2-oxoethyl)(methyl)carbamate